(R,S)-3-(3-bromophenyl)-3-hydroxy-1-(2,2,2-trifluoroethyl)pyrrolidin-2-one BrC=1C=C(C=CC1)[C@]1(C(N(CC1)CC(F)(F)F)=O)O